N[C@@H]1C[C@H](C1)C(=O)O TRANS-3-AMINOCYCLOBUTANECARBOXYLIC ACID